bromodichlororibose BrC(=O)[C@H](O)[C@H](O)[C@H](O)C(O)(Cl)Cl